FC=1C=C(C=C(C1)F)C(=CC=O)[2H] 3-(3,5-difluorophenyl)propenal-3-d